C(CCCCC)C(C(=O)OCCCCCC(CCCCCOC(CN(C)C(C(CCCCCCCC)CCCCCC)=O)=O)NCCCN(C)C)CCCCCCCC 6-((3-(Dimethylamino)propyl)amino)-11-((N-(2-hexyldecanoyl)-N-methylglycyl)oxy)-undecyl 2-hexyldecanoate